FC(OC1=CC(=NN1)NC1=NC(=CN=C1)O[C@@H]1CN(CCC1)C)F (S)-N-(5-(difluoromethoxy)-1H-pyrazol-3-yl)-6-((1-methylpiperidin-3-yl)oxy)pyrazin-2-amine